(R)-2-(5-fluoro-2-methoxypyridin-4-yl)-1-((S)-7'-methyl-6'-(pyrimidin-2-yl)-3',4'-dihydro-1'H-spiro[pyrrolidine-3,2'-[1,8]naphthyridine]-1-yl)propan-1-one FC=1C(=CC(=NC1)OC)[C@H](C(=O)N1C[C@@]2(NC3=NC(=C(C=C3CC2)C2=NC=CC=N2)C)CC1)C